[Si](C1=CC=CC=C1)(C1=CC=CC=C1)(C(C)(C)C)OCCC (R)-1-((tert-butyldiphenylsilyl)oxy)propan